4-(8-bromo-3-methyl-2-oxo-2,3-dihydro-1H-imidazo[4,5-c]quinolin-1-yl)-N,N-dimethylbenzamide BrC1=CC=2C3=C(C=NC2C=C1)N(C(N3C3=CC=C(C(=O)N(C)C)C=C3)=O)C